1-[3-(5-{[(4-Fluorophenyl)methyl](methyl)amino}-1-(furan-2-carbonyl)-1H-pyrazol-3-yl)-4-methylpyrrolidin-1-carbonyl]pyrrolidin-3-ol FC1=CC=C(C=C1)CN(C1=CC(=NN1C(=O)C=1OC=CC1)C1CN(CC1C)C(=O)N1CC(CC1)O)C